C(C)(C)N1N=CC=C1C(=O)N[C@H](C(NC1=NC=CC(=C1)[C@@H](CC)N1C(N[C@@H](C1)C(F)(F)F)=O)=O)C1CCC(CC1)C 1-isopropyl-N-((S)-1-((1r,4S)-4-methylcyclohexyl)-2-oxo-2-((4-((R)-1-((S)-2-oxo-4-(trifluoromethyl)imidazolidin-1-yl)propyl)pyridin-2-yl)amino)ethyl)-1H-pyrazole-5-carboxamide